2-(4-(trifluoromethoxy)piperidin-1-yl)-N-((2-(trifluoromethyl)pyridin-3-yl)methyl)pyrido[2,3-d]pyrimidin-4-amine FC(OC1CCN(CC1)C=1N=C(C2=C(N1)N=CC=C2)NCC=2C(=NC=CC2)C(F)(F)F)(F)F